methyl (S,E)-1-(5-chloro-4-(2-(3-cyano-4-(3-(5-(((2-hydroxyethyl)amino)methyl)picolinamido)-2-methylphenyl)pyridin-2-yl)vinyl)-2-methylbenzyl)piperidine-2-carboxylate ClC=1C(=CC(=C(CN2[C@@H](CCCC2)C(=O)OC)C1)C)\C=C\C1=NC=CC(=C1C#N)C1=C(C(=CC=C1)NC(C1=NC=C(C=C1)CNCCO)=O)C